tert-butyl (2S,3S)-3-amino-2-[(3-bromo-2-fluorophenyl)methyl]pyrrolidine-1-carboxylate N[C@@H]1[C@@H](N(CC1)C(=O)OC(C)(C)C)CC1=C(C(=CC=C1)Br)F